C1(CC1)CN1C(=NC2=C1C=CC=C2)C2CCN(CC2)C(=O)C2=CC=C1C(=NN(C1=C2)C)C2=CC(=CC=C2)F (4-(1-(cyclopropylmethyl)-1H-benzo[d]imidazol-2-yl)piperidin-1-yl)(3-(3-fluorophenyl)-1-methyl-1H-indazol-6-yl)methanone